ClC=1C=C2C=C(NC2=CC1OCC1=CC(=NO1)C)CNC(=O)[C@@H]1C(N(CC1)C)=O (R)-N-((5-chloro-6-((3-methylisoxazol-5-yl)methoxy)-1H-indol-2-yl)methyl)-1-methyl-2-oxopyrrolidine-3-carboxamide